CC=1C(=NC(N([13C@H]2C[C@H](O)[C@@H](CO)O2)C1)=O)N 5-methyl-2'-deoxycytidine-13C